CC1(C2CCC=3C4=CC[C@H]([C@@H](CCC=C(C)C)C)[C@]4(CCC3[C@]2(CC[C@@H]1O)C)C)C 4,4-dimethylcholest-8(9),14,24-trien-3β-ol